Pyrimidyl-salicylic acid N1=C(N=CC=C1)OC=1C(C(=O)O)=CC=CC1